CC1(OC2=CC(=C3C(=C2C2C1CCC(=C2)C)OC(OC3=O)CC(C)=O)CCCCC)C 8,8,11-trimethyl-2-(2-oxopropyl)-5-pentyl-8a,9,10,12a-tetrahydro-4H,8H-benzo[c][1,3]dioxino[4,5-f]chromen-4-one